N-[(6-Amino-2-pyridyl)sulfonyl]-6-tert-butyl-2-(cyclohexen-1-yl)pyridin-3-carboxamid NC1=CC=CC(=N1)S(=O)(=O)NC(=O)C=1C(=NC(=CC1)C(C)(C)C)C1=CCCCC1